methyl trans-4-[(2-oxo-1,3-benzoxazol-3-yl)methyl]cyclohexanecarboxylate O=C1OC2=C(N1C[C@@H]1CC[C@H](CC1)C(=O)OC)C=CC=C2